NC1=C2N=CN(C2=NC=N1)[C@H]1C=C(CC1)CO 5R-(6-amino-9H-purin-9-yl)-3-(hydroxymethyl)-3-cyclopentene